ClC=1C=C(C=CC1Cl)C=1N(C(=C(C(C1C(=O)O)=O)C1=CC=CC=C1)C)CC 2-(3,4-dichlorophenyl)-1-ethyl-6-methyl-4-oxo-5-phenyl-pyridine-3-carboxylic acid